C(C)(C)(C)OC(=O)N1CC(C(C1)CN(C(CO)=O)[C@H](C(C)(C)C)C=1N(C=C(N1)C1=C(C=CC(=C1)F)F)CC1=CC=CC=C1)N tert-butyl-3-amino-4-{[{(1R)-1-[1-benzyl-4-(2,5-difluorophenyl)-1H-imidazole-2-yl]-2,2-dimethylpropyl}(glycoloyl)amino]methyl}pyrrolidine-1-carboxylate